(S)-3-(2-(3-(4-cyanophenyl)azetidin-1-yl)-2-oxoethyl)pyrrolidine-1-carbonitrile C(#N)C1=CC=C(C=C1)C1CN(C1)C(C[C@H]1CN(CC1)C#N)=O